lithium 9-borabicyclo[3.3.1]nonane C12CCCC(CCC1)B2.[Li]